C(C)(C)(C)OC(=O)N1C[C@@H](CC1)NC1=NC=C(C(=N1)C1=CNC2=NC=CC=C21)Cl (R)-3-((5-chloro-4-(1H-pyrrolo[2,3-b]pyridin-3-yl)pyrimidin-2-yl)amino)pyrrolidine-1-carboxylic acid tert-butyl ester